C(C)(C)(C)OP(=O)(OC(C)(C)C)OCC1=C(C(=O)O)C=CC=C1 2-(((di-tert-butoxyphosphoryl)oxy)methyl)benzoic acid